FC1=NC=CC=C1C#N 2-fluoropyridine-3-carbonitrile